ClC1=CC=C(C=C1)N1N=C(C2=CC=CC=C2C1=O)C=1C=C(C=CC1)C(C(=O)N)(C)C 2-(3-(3-(4-chlorophenyl)-4-oxo-3,4-dihydro-phthalazin-1-yl)phenyl)-2-methylpropanamide